1-benzyl-3-(4-chlorophenyl)pyrrolidin-3-ol C(C1=CC=CC=C1)N1CC(CC1)(O)C1=CC=C(C=C1)Cl